FC1=C2C(=NC(N(C2=CC(=C1)C(F)(F)F)C1=CC=CC=C1)=O)N[C@H]1[C@@H](C1)F 5-Fluoro-4-(((trans)-2-fluorocyclopropyl)amino)-1-phenyl-7-(trifluoromethyl)quinazolin-2(1H)-one